OCCN(C(C(C)NC(=O)C1=C(OC2=C1C=C(C=C2)OCC2=C(N=CS2)C)C)=O)C N-(1-((2-hydroxyethyl)(methyl)amino)-1-oxopropan-2-yl)-2-methyl-5-((4-methylthiazol-5-yl)methoxy)benzofuran-3-carboxamide